C1(=CC(=CC=C1)C1=NC(=NC=C1F)NC1CCNCC1)C1=CC=CC=C1 4-([1,1'-biphenyl]-3-yl)-5-fluoro-N-(piperidin-4-yl)pyrimidin-2-amine